sodium pyroglutamic acid N1[C@@H](CCC1=O)C(=O)O.[Na]